CC(C)(C)[S@@](=O)N[C@H](C)C=1C=C(C=C2C(N(C(=NC12)N1CCOCC1)C([2H])([2H])[2H])=O)C (R)-2-methyl-N-((R)-1-(6-methyl-3-(methyl-d3)-2-morpholino-4-oxo-3,4-dihydroquinazolin-8-yl)ethyl)propane-2-sulfinamide